BrC1=C2C=C(NC2=CC=C1)C(=O)N[C@H](C(=O)N[C@@H](C[C@H]1C(NCC1)=O)C#N)CC(C)(C)C 4-bromo-N-[(2S)-1-({(1S)-1-cyano-2-[(3S)-2-oxopyrrolidin-3-yl]ethyl}amino)-4,4-dimethyl-1-oxopentan-2-yl]-1H-indole-2-carboxamide